3-fluoro-6-methyl-chromanone tert-Butyl-(6-((5-(1-isopropyl-2,3-dihydro-1H-pyrrolo[2,3-c]pyridin-5-yl)-1H-1,2,4-triazol-3-yl)amino)-5-(trifluoromethyl)pyridin-3-yl)(methyl)carbamate C(C)(C)(C)OC(N(C)C=1C=NC(=C(C1)C(F)(F)F)NC1=NNC(=N1)C=1C=C2C(=CN1)N(CC2)C(C)C)=O.FC2C(OC1=CC=C(C=C1C2)C)=O